methyl (2S)-2-[[(2S)-2-amino-3-cyclopropyl-propanoyl]amino]-3-[(3S)-2-oxopyrrolidin-3-yl]propanoate N[C@H](C(=O)N[C@H](C(=O)OC)C[C@H]1C(NCC1)=O)CC1CC1